5-(4-(4-(Aminomethyl)-1-carbonyl-1,2-dihydro-phthalazin-6-yl)-1-methyl-1H-pyrazol-5-yl)-7-chloro-3-cyclopropyl-6-fluoro-2,3-dihydro-1H-indene-4-carbonitrile NCC1=NNC(C2=CC=C(C=C12)C=1C=NN(C1C1=C(C=2C(CCC2C(=C1F)Cl)C1CC1)C#N)C)=C=O